O=C1N(C(C2=CC=CC=C12)=O)CC 2-(1,3-dioxoisoindolin-2-yl)ethane